N1CC(CCC1)C(C)(C)O 2-(3-piperidyl)propan-2-ol